{2-[(3S)-2,6-dioxopiperidin-3-yl]-4-methoxy-3-oxo-2,3-dihydro-1H-isoindol-5-yl}methyl N-[4-(3,4-difluorophenoxy)phenyl]carbamate FC=1C=C(OC2=CC=C(C=C2)NC(OCC=2C(=C3C(N(CC3=CC2)[C@@H]2C(NC(CC2)=O)=O)=O)OC)=O)C=CC1F